[3-(Methacryloylamino)propyl]dimethylbutylammonium bromide [Br-].C(C(=C)C)(=O)NCCC[N+](CCCC)(C)C